BrC1=CC(=C(C=C1)C(N1C[C@H](CCC1)[C@](CO)(C)O)([2H])[2H])OC(F)F (2s)-2-[(3s)-1-{[4-bromo-2-(difluoromethoxy)phenyl](2H2)methyl}piperidin-3-yl]propane-1,2-diol